F[C@@]1(CO[C@@H]([C@H]1O)CO)C (3R,4R,5R)-3-fluoro-4-hydroxy-5-(hydroxymethyl)-3-methyl-tetrahydrofuran